2-[(3,3-dimethyl-1-oxo-2H-isoindol-5-yl)amino]-4-{[(1S)-1-(4-fluorophenyl)-2-hydroxyethyl]amino}pyrimidine-5-carboxylic acid CC1(NC(C2=CC=C(C=C12)NC1=NC=C(C(=N1)N[C@H](CO)C1=CC=C(C=C1)F)C(=O)O)=O)C